O=[W+2]=O Dioxidotungsten(vi)